C1(CCC(CC1)C(=O)OCC)C(=O)OCC 1,4-cyclohexanedicarboxylic acid, diethyl ester